4-((4,4-difluoro-2-hydroxy-2-methylcyclopentyl)oxy)-2-((1-(methylsulfonyl)piperidin-4-yl)amino)pyrimidine-5-carbonitrile FC1(CC(C(C1)OC1=NC(=NC=C1C#N)NC1CCN(CC1)S(=O)(=O)C)(C)O)F